(S)-2-methyl-N-(6-(3-methylpiperazin-1-yl)pyridazin-3-yl)-7-(2,2,2-trifluoroethoxy)imidazo[1,2-a]pyridine-6-carboxamide CC=1N=C2N(C=C(C(=C2)OCC(F)(F)F)C(=O)NC=2N=NC(=CC2)N2C[C@@H](NCC2)C)C1